benzyl 3-[5-oxo-7-(p-tolylsulfonyloxy)-[1,3,4]thiadiazolo[3,2-a]pyrimidin-2-yl]pyrrolidine-1-carboxylate O=C1C=C(N=C2N1N=C(S2)C2CN(CC2)C(=O)OCC2=CC=CC=C2)OS(=O)(=O)C2=CC=C(C=C2)C